4-[3-[1-[1-[(4-methoxyphenyl)methyl]-2,6-dioxo-3-piperidinyl]-3-methyl-2-oxo-benzimidazol-4-yl]oxetan-yl]piperazine-1-carboxylic acid tert-butyl ester C(C)(C)(C)OC(=O)N1CCN(CC1)C1OCC1C1=CC=CC=2N(C(N(C21)C)=O)C2C(N(C(CC2)=O)CC2=CC=C(C=C2)OC)=O